NC=1C=2N(C=CN1)C(=NC2C2=C(C=C(C=C2)C(NC2=NC=CC(=C2)C(F)(F)F)=O)OCC)C2CC1(CCC1)C2 6-[8-Amino-1-(2-ethoxy-4-{[4-(trifluoromethyl)pyridin-2-yl]carbamoyl}phenyl)imidazo[1,5-a]pyrazin-3-yl]spiro[3.3]heptan